C(C)(C)(C)OC(=O)N1CCC(CC1)(C(CC(C)C)O)CN tert-butyl-4-(aminomethyl)-4-(1-hydroxy-3-methylbutyl)piperidine-1-carboxylate